O1C(=CC=C1)CN1C(S\C(\C1=O)=C/C=1C=NN(C1)C)=S (5Z)-3-(2-Furanylmethyl)-5-[(1-methylpyrazol-4-yl)methylene]-2-thioxo-thiazolidin-4-one